ClC1=CC=C(C=C1)S(=O)(=O)CC(=O)C1=CC=C(C=C1)C1=NOC(=N1)C(F)(F)F 2-((4-chlorophenyl)sulfonyl)-1-(4-(5-(trifluoromethyl)-1,2,4-oxadiazol-3-yl)phenyl)ethan-1-one